CC(C(=O)OC=1C(=NN(C(C1C1=C(C(=CC=C1F)Cl)C#CC1=CC=C(C=C1)F)=O)C)C)C [5-[3-chloro-6-fluoro-2-[2-(4-fluorophenyl) ethynyl] phenyl]-1,3-dimethyl-6-oxo-pyridazin-4-yl] 2-methylpropionate